Cl.N1CC(C1)C1OCCN(C1)C1CC(C1)(C(=O)O)C 3-(2-(azetidin-3-yl)morpholino)-1-methylcyclobutane-1-carboxylic acid hydrochloride